4-cyano-4'-heptyl-p-terphenyl C(#N)C1=CC=C(C=C1)C1=CCC(C=C1)(C1=CC=CC=C1)CCCCCCC